NCCCS(=O)(=O)O 2-aminomethylethanesulfonic acid